CC1=CC=C(C=C1)S(=O)(=O)OC1=CC=C(C=C1)C1=CC(=NO1)C1=CC=C(C=C1)NC(C)=O 4-(3-(4-acetamidophenyl)isoxazol-5-yl)phenyl 4-methylbenzenesulfonate